C[C@H]1[C@H](CN(CC1)C(CC#N)=O)N(C=1C2=C(N=CN1)NC=C2)C 3-[(3R,4R)-4-methyl-3-[methyl-({7H-pyrrolo[2,3-d]pyrimidin-4-yl})amino]piperidin-1-yl]-3-oxopropionitrile